N(=[N+]=[N-])C1CN(C2=CC(=CC=C12)C)S(=O)(=O)C1=CC=C(C=C1)C 3-azido-6-methyl-1-(4-methylbenzenesulfonyl)indoline